NC=1C2=C(C(NN1)=O)N(C=C2C2=CC=C(CC=1C(=C(C(=O)N)C=CC1)OC)C=C2)C2CCCC2 (4-(4-amino-1-cyclopentyl-7-oxo-6,7-dihydro-1H-pyrrolo[2,3-d]pyridazin-3-yl)benzyl)-2-methoxybenzamide